4-(4-aminophenyl)-2-methyl-3-butyn-2-ol NC1=CC=C(C=C1)C#CC(C)(O)C